2-amino-3-phenylpropyl carbamate hydrochloride Cl.C(N)(OCC(CC1=CC=CC=C1)N)=O